Diphenyl peroxide C1(=CC=CC=C1)OOC1=CC=CC=C1